CC=1C(=CC2=C(NC=N2)C1C)N1C(OC[C@@H]1C1=CC=C(C=C1)OCCC)=O (S)-3-(6,7-dimethyl-1H-benzo[d]imidazol-5-yl)-4-(4-propoxyphenyl)oxazolidin-2-one